C(C1=CC=CC=C1)N(CCCS(=O)(=O)O)C(C)(C)C 3-(benzyldimethyl-ethylamino)propanesulfonic acid